(pyrrolidin-1-yl)-4-(trifluoromethyl)benzaldehyde N1(CCCC1)C1=C(C=O)C=CC(=C1)C(F)(F)F